C(CCCCCCCC)(=O)OCCCCCCCCCCCCCCCCCCCCCCCCCC hexacosyl n-nonanoate